1-methyldimethoxysilane C[SiH](OC)OC